(3R)-3-[(2S)-1-[(4S)-4-benzyl-2-oxo-1,3-oxazolidin-3-yl]-3-(3-bromophenyl)-1-oxo(3,3-2H2)propan-2-yl]pyrrolidine-1-carboxylic acid tert-butyl ester C(C)(C)(C)OC(=O)N1C[C@H](CC1)[C@@H](C(=O)N1C(OC[C@@H]1CC1=CC=CC=C1)=O)C([2H])([2H])C1=CC(=CC=C1)Br